C(C)(C)(C)N1CCC(CC1)(C1=C(C=CC=C1)C(F)(F)F)C#N tert-butyl-4-cyano-4-(2-(trifluoromethyl)phenyl)piperidine